C(C)(C)(C)OC(=O)N1C(OC[C@@H]1COC1=C(C2=C(C(=N1)Br)CC(C2)C(=O)OC)C)(C)C (4R)-4-[(1-bromo-6-methoxycarbonyl-4-methyl-6,7-dihydro-5H-cyclopenta[c]pyridin-3-yl)oxymethyl]-2,2-dimethyl-1,3-oxazolidine-3-carboxylic acid tert-butyl ester